((trimethylsilyl)ethynyl)thiazolo[5,4-b]pyridin-2-amine C[Si](C)(C)C#CC1=CC=C2C(=N1)SC(=N2)N